4-[5-(methoxycarbonyl)furan-2-yl]benzoic acid COC(=O)C1=CC=C(O1)C1=CC=C(C(=O)O)C=C1